[Al].[Y].[Cr].[Ni] nickel-chromium-yttrium aluminum